ClC=1C=C(C=CC1C(F)(F)F)C(=O)N1C[C@H]2C([C@H]2C1)C1=NOC(=C1)N |r| [3-chloro-4-(trifluoromethyl)phenyl]-[rac-(1R,5S)-6-(5-aminoisoxazol-3-yl)-3-azabicyclo[3.1.0]hexan-3-yl]methanone